CC1=C(C=NC=C1)C1=CC(=C(N=N1)NC1C[C@@H]2[C@@H](CN(C2)CC2CCOCC2)C1)C(F)(F)F (3aR,5s,6aS)-N-(6-(4-methylpyridin-3-yl)-4-(trifluoromethyl)pyridazin-3-yl)-2-((tetrahydro-2H-pyran-4-yl)methyl)octahydro-cyclopenta[c]pyrrol-5-amine